FC=1C=C(C=CC1)C=1N=CSC1C(=O)NC=1C=C2CCC(NC2=CC1)=O 4-(3-fluorophenyl)-N-(2-oxo-1,2,3,4-tetrahydroquinolin-6-yl)thiazole-5-carboxamide